8-(2-chloro-5-fluoropyrimidin-4-yl)-6-methyl-5-oxa-8-azaspiro[3.5]nonane ClC1=NC=C(C(=N1)N1CC(OC2(CCC2)C1)C)F